CC1(OCC(O1)[C@@H](O)[C@H]1OC(O[C@H]1CO)(C)C)C (1R)-(2,2-dimethyl-1,3-dioxolan-4-yl)((4R,5S)-5-(hydroxymethyl)-2,2-dimethyl-1,3-dioxolan-4-yl)methanol